S1C=NC2=C1C=CC(=C2)[C@@H]2N(C[C@H](CC2)C)C(=O)OCC2=CC=CC=C2 (2R,5S)-benzyl 2-(benzo[d]thiazol-5-yl)-5-methylpiperidine-1-carboxylate